(5S,8R)-N-(5-bromo-2-fluoro-4-(trifluoromethyl)phenyl)-1-fluoro-6,7,8,9-tetrahydro-5H-5,8-epiminocyclohepta[c]pyridine-10-carbothioamide BrC=1C(=CC(=C(C1)NC(=S)N1[C@H]2CC[C@@H]1CC=1C(=NC=CC12)F)F)C(F)(F)F